(R)-2-(5-fluoro-2-(hydroxymethyl)benzyl)-7-(5-fluoro-2-(isopropylamino)pyridin-4-yl)-3-(methoxymethyl)-3,4-diaminopyrrolo[1,2-a]pyrazin-1(2H)-one FC=1C=CC(=C(CN2C(C=3N(C([C@]2(N)COC)N)C=C(C3)C3=CC(=NC=C3F)NC(C)C)=O)C1)CO